4-benzyl-hexahydropyrrolo[3,4-b][1,4]oxazine-6(2H)-carboxylic acid tert-butyl ester C(C)(C)(C)OC(=O)N1CC2OCCN(C2C1)CC1=CC=CC=C1